bromo-N-(5-((5-fluoropyridin-2-yl)oxy)pyridin-2-yl)propanamide BrC(C(=O)NC1=NC=C(C=C1)OC1=NC=C(C=C1)F)C